ClC1=C2C(=NN(C2=CC=C1)S(=O)(=O)C1=CC=C(C=C1)C(C)(F)F)N1C2C(CC1CC2)(F)F 4-Chloro-3-(2,2-difluoro-7-azabicyclo[2.2.1]heptan-7-yl)-1-[4-(1,1-difluoroethyl)phenyl]sulfonyl-indazole